C1(=C(C=CC=C1)C1=C(C(=NN=N1)C1=C(C=CC=C1)C1=NSC2=CC3=C(C=CC=4C=5C=CC=CC5CC34)C2=C1)C1=C(C=CC=C1)C1=CC=CC=C1)C1=CC=CC=C1 {[di(biphenylyl)triazinyl]phenyl}Thiaazaindenofluorene